N-benzoyl-9H-purin-6-amine C(C1=CC=CC=C1)(=O)NC1=C2N=CNC2=NC=N1